trans-N-(6-(1,2-dimethyl-1H-imidazol-5-yl)isoquinolin-3-yl)-4-(morpholinylmethyl)cyclohexane-1-carboxamide CN1C(=NC=C1C=1C=C2C=C(N=CC2=CC1)NC(=O)[C@@H]1CC[C@H](CC1)CN1CCOCC1)C